butyl 4-[(2S)-2-({2,7-dimethylthieno[3,2-d]pyrimidin-4-yl}amino)propyl]piperazine-1-carboxylate CC=1N=C(C2=C(N1)C(=CS2)C)N[C@H](CN2CCN(CC2)C(=O)OCCCC)C